methyl 8-(methyl((2-methyl-6-(4-methylpiperazin-1-yl)pyrimidin-4-yl)methyl)amino)quinoline-6-carboxylate CN(C=1C=C(C=C2C=CC=NC12)C(=O)OC)CC1=NC(=NC(=C1)N1CCN(CC1)C)C